[N+](=O)([O-])C1=CC=C(COC=2C=C3CCCC(C3=CC2)NCC#C)C=C1 6-((4-nitrobenzyl)oxy)-N-(prop-2-yn-1-yl)-1,2,3,4-tetrahydronaphthalen-1-amine